CN1C(N(C2=C1C=C(C=C2)CN2C[C@@H](NCC2)C)C2C(NC(CC2)=O)=O)=O 3-(3-methyl-5-{[(3S)-3-methylpiperazin-1-yl]methyl}-2-oxo-2,3-dihydro-1H-benzimidazol-1-yl)piperidine-2,6-dione